5-(2-(4-methoxy-3-methylphenylamino)-5-methylpyrimidin-4-ylamino)benzo[d]oxazol-2(3H)-one COC1=C(C=C(C=C1)NC1=NC=C(C(=N1)NC=1C=CC2=C(NC(O2)=O)C1)C)C